C(C1=CC=CC=C1)N1CCN(CC1)C1=NC(=NC(=N1)N)NC1CCOCC1 6-(4-benzylpiperazin-1-yl)-N4-tetrahydropyran-4-yl-1,3,5-triazine-2,4-diamine